1-(4-(5-ETHOXY-4H-1,2,4-triazol-3-yl)benzyl)-4-(ethoxymethyl)-4-phenethyl-piperidine C(C)OC=1NC(=NN1)C1=CC=C(CN2CCC(CC2)(CCC2=CC=CC=C2)COCC)C=C1